CC(CCCCCCCCC(=O)OCCCCCCCBr)C 7-bromoheptyl 10-methylundecanoate